BrCCOC=1C=C2CCC(N(C2=NC1)C1CC(C1)(O)CC)=O 6-(2-bromoethoxy)-1-(3-ethyl-3-hydroxycyclobutyl)-1,2,3,4-tetrahydro-1,8-naphthyridin-2-one